7-(prop-1-en-2-yl)-2-(trifluoromethyl)-3-[3-(trifluoromethyl)pyrazol-1-yl]-5H-thiochromen C=C(C)C1=CCC2=CC(=C(SC2=C1)C(F)(F)F)N1N=C(C=C1)C(F)(F)F